5-(benzyloxy)-4-bromo-2-methylbenzofuran-3-carboxylic acid ethyl ester C(C)OC(=O)C1=C(OC2=C1C(=C(C=C2)OCC2=CC=CC=C2)Br)C